[Cl-].C1(=CC=CC=C1)[P+](CC1=CC=C(C=C1)C=C)(C1=CC=CC=C1)C1=CC=CC=C1 triphenyl-(4-vinylbenzyl)-phosphonium chloride